Cl.NO Hydroxylamin Hydrochlorid